NC=1C(=NC=C(C1)S(=O)(=O)C1=CC=C(C=C1)OC(F)(F)F)C(=O)NN 3-amino-5-((4-(trifluoromethoxy)phenyl)sulfonyl)pyridineformylhydrazine